ClC=1N=NC(=C(C1C1=C(C=C(C=C1F)F)F)C=1C=NC(=CC1)Cl)C 3-chloro-5-(6-chloropyridin-3-yl)-6-methyl-4-(2,4,6-trifluorophenyl)pyridazin